2,5,5-trimethyl-2-hexene CC(C)=CCC(C)(C)C